C1(=CC=CC=C1)N1N=NN(C1S(=O)CC=O)C 4-phenyl-2-((1-methyl-1H-tetrazol-5-yl)sulfinyl)ethan-1-one